[Cl-].C(=O)(O)C1(CC2=CC(=CC=C2CC1)OC1=CC=CC2=CC=CC=C12)[NH3+] 2-carboxy-7-(naphthalene-1-yloxy)-1,2,3,4-tetrahydronaphthalene-2-aminium chloride